C1(CCCC1)N1C=NC(=C1)N cyclopentyl-1H-imidazol-4-amine